C(#N)[C@H](C[C@H]1C(NCCC1)=O)NC(=O)[C@H]1N([C@@H]2CC([C@H]1CC2)(F)F)C(=O)C2(C1=CC=CC=C1C=1C=CC=CC21)O (1S,3S,4S)-N-((S)-1-cyano-2-((S)-2-oxopiperidin-3-yl)ethyl)-5,5-difluoro-2-(9-hydroxy-9H-fluorene-9-carbonyl)-2-azabicyclo[2.2.2]octane-3-carboxamide